CC1=NC=CC=C1OCC1CNCCC1 2-methyl-3-(piperidin-3-ylmethoxy)pyridine